2,6-bis(benzyloxy)-3-(4-(3-(benzyloxy)azetidin-1-yl)-2-chloro-3-methoxyphenyl)pyridine C(C1=CC=CC=C1)OC1=NC(=CC=C1C1=C(C(=C(C=C1)N1CC(C1)OCC1=CC=CC=C1)OC)Cl)OCC1=CC=CC=C1